CC1=NC2=CC=CC=C2C(=N1)N1CCN(CC1)C(=O)C1CN(CCC1)S(=O)(=O)C1=CC=C(C=C1)CC(=O)N (4-(3-(1-(2-methylquinazolin-4-yl)piperazine-4-carbonyl)piperidin-1-ylsulfonyl)phenyl)acetamide